CC=1C(=C(C=C(C1)C)O)C1=NC2=NC(=CC=C2C=C1)C1CC(CCC1)N 3,5-dimethyl-2-[7-[3-aminocyclohexyl]-1,8-naphthyridin-2-yl]phenol